(trimethylsilyl)-methacrylate C[Si](C)(C)OC(C(=C)C)=O